3-chloro-4-pyridinecarboxaldehyde ClC=1C=NC=CC1C=O